4-Methyl-N-[4-(1-methyl-azepan-3-yl)-phenyl]-3-{4-[5-(4-methyl-isoxazol-5-yl)-pyridin-3-yl]-pyrimidin-2-ylamino}-benzamide CC1=C(C=C(C(=O)NC2=CC=C(C=C2)C2CN(CCCC2)C)C=C1)NC1=NC=CC(=N1)C=1C=NC=C(C1)C1=C(C=NO1)C